Dinitro-o-toluamid [N+](=O)([O-])C=1C(=C(C(=CC1)C)C(=O)N)[N+](=O)[O-]